C12(C3CC4C2C4C31)[C] tetracyclo[3.2.0.0(2,7).0(4,6)]heptanyl-carbon